7,8'-dibromo-6,7'-dihydroxy-spiro[benzofuran-3,4'-chromane]-2,2'-dione BrC1=C(C=CC2=C1OC(C21CC(OC2=C(C(=CC=C12)O)Br)=O)=O)O